3-chloro-4-[(3,5-difluoropyridin-2-yl)(2H2)methoxy]-1-[3'-fluoro-2'-(2-hydroxypropan-2-yl)-5-methyl-[2,4'-bipyridin]-4-yl]-6-methylpyridin-2-one ClC=1C(N(C(=CC1OC([2H])([2H])C1=NC=C(C=C1F)F)C)C1=CC(=NC=C1C)C1=C(C(=NC=C1)C(C)(C)O)F)=O